2-(2-(3-(Methylsulfonyl)-4-((1-(methylsulfonyl)piperidin-4-yl)methoxy)-benzyl)isoindolin-5-yl)-1,3,4-oxadiazole CS(=O)(=O)C=1C=C(CN2CC3=CC=C(C=C3C2)C=2OC=NN2)C=CC1OCC1CCN(CC1)S(=O)(=O)C